tert-butyl (2-methoxy-3-(5-methylpyrazin-2-yl)phenyl)azetidinecarboxylate COC1=C(C=CC=C1C1=NC=C(N=C1)C)C1N(CC1)C(=O)OC(C)(C)C